Cl.C(C1=CC=CC=C1)C=1C(=NC=C(N1)C1=CC=C(C=C1)OC)N 3-benzyl-5-(4-methoxyphenyl)pyrazine-2-amine hydrochloride